O=CCN(C(C)CC1=CC=CC=C1)CC β-Keto-N,N-diethyl-amphetamine